CNC1=CC=CC=C1 N-monomethyl-aniline